1,3-Bis-(2,6-diisopropylphenyl)imidazolinium chlorid [Cl-].C(C)(C)C1=C(C(=CC=C1)C(C)C)[NH+]1CN(CC1)C1=C(C=CC=C1C(C)C)C(C)C